4-(((3-(difluoro-methyl)-1-methyl-1H-pyrazol-4-yl)sulfonyl)difluoro-methyl)-N-(6-methyl-pyridin-3-yl)piperidine-1-carboxamide FC(C1=NN(C=C1S(=O)(=O)C(C1CCN(CC1)C(=O)NC=1C=NC(=CC1)C)(F)F)C)F